NC1=NC=C(C=C1C(=O)OCC1=CC=CC=C1)C=1C=NN(C1)CCOCC#CC1=CC2=C(N(C(N2C)=O)C2C(NC(CC2)=O)=O)C=C1 benzyl 2-amino-5-[1-[2-([3-[1-(2,6-dioxopiperidin-3-yl)-3-methyl-2-oxo-1,3-benzodiazol-5-yl]prop-2-yn-1-yl]oxy)ethyl]pyrazol-4-yl]pyridine-3-carboxylate